[Pb](Br)Br.C(C)(C)(C)N Tert-butylamine lead Bromide salt